N1C(=CC=C1)[Si]1(O[SiH](O[SiH](O[SiH](O1)C)C)C)C 2-pyrrolyl-2,4,6,8-tetramethylcyclotetrasiloxane